OC1=C(C(=O)O)C=CC=C1.C(C=1C(O)=CC=CC1)(=O)OC methyl salicylate (2-hydroxybenzoate)